COC(=O)C=1N=NC(=CC1)N1CCC(CC1)CCO[Si](C)(C)C(C)(C)C.C1(=CC=CC=C1)N=NC(=O)NCCC[Si](OCC)(OCC)OCC 2-phenyl-N-(3-(triethoxysilyl)propyl)diazenecarboxamide methyl-6-(4-(2-((tert-butyldimethylsilyl)oxy)ethyl)piperidin-1-yl)pyridazine-3-carboxylate